2-(dimethylamino)-N-(1-(3-(thiazol-2-yl)phenyl)ethyl)-5-(trifluoromethyl)benzamide CN(C1=C(C(=O)NC(C)C2=CC(=CC=C2)C=2SC=CN2)C=C(C=C1)C(F)(F)F)C